2-(3-methoxy-4-ethoxyphenyl)-7-methoxy-3,5-diethoxyquinolin-4-one COC=1C=C(C=CC1OCC)C1=NC2=CC(=CC(=C2C(C1OCC)=O)OCC)OC